ClC1=NC=C(C(=C1)C1=C(C=NC(=C1)C)C(=O)NC=1SC2=C(N1)CN(C2)C(C2=C(N=CC=C2)OC(F)F)=O)OC 2'-Chloro-N-(5-(2-(difluoro-methoxy)nicotinoyl)-5,6-dihydro-4H-pyrrolo[3,4-d]thiazol-2-yl)-5'-methoxy-6-methyl-[4,4'-bipyridine]-3-carboxamide